Ethyl 2-(5-methyl-2-oxopiperidin-1-yl)-2-oxoacetate CC1CCC(N(C1)C(C(=O)OCC)=O)=O